(2R,3S)-2-[4-(cyclopentylamino)phenyl]-1-(2-fluoro-6-methyl-benzoyl)piperidine-3-carboxylic acid ethyl ester C(C)OC(=O)[C@@H]1[C@@H](N(CCC1)C(C1=C(C=CC=C1C)F)=O)C1=CC=C(C=C1)NC1CCCC1